N-(5-(2-(1-azaspiro[3.3]heptan-1-yl)acetamido)-2-methylpyridin-3-yl)-2-(6,7-dihydro-4H-pyrazolo[5,1-c][1,4]oxazin-3-yl)pyrazolo[5,1-b]thiazole-7-carboxamide N1(CCC12CCC2)CC(=O)NC=2C=C(C(=NC2)C)NC(=O)C=2C=NN1C2SC(=C1)C=1C=NN2C1COCC2